(3-Bromo-6-methoxy-2-pyridyl)methanol BrC=1C(=NC(=CC1)OC)CO